FC1(C(CN(CC1)C(C=C)=O)OC=1C=C2C(=NC=NC2=CC1OC)NC1=C(C=CC(=C1)C=1OC=CC1)OC)F 1-(4,4-difluoro-3-((4-((5-(furan-2-yl)-2-methoxyphenyl)amino)-7-methoxyquinazolin-6-yl)oxy)piperidin-1-yl)prop-2-en-1-one